ClC1=C(CNC(OC(C)(C)C)=O)C(=CC(=C1)B1OC(C(O1)(C)C)(C)C)F tert-butyl (2-chloro-6-fluoro-4-(4,4,5,5-tetramethyl-1,3,2-dioxaborolan-2-yl)benzyl)carbamate